ClC1=NC=C(C(=C1)C1=C(C=NC(=C1)C)C(=O)NC=1SC2=C(N1)CN(C2)C(=O)C=2N(C=C(N2)C)C)OC 2'-Chloro-N-(5-(1,4-dimethyl-1H-imidazole-2-carbonyl)-5,6-dihydro-4H-pyrrolo[3,4-d]thiazol-2-yl)-5'-methoxy-6-methyl-[4,4'-bipyridine]-3-carboxamide